2,5-difluoro-N,N-bis(4-methoxybenzyl)-3-(4-(piperazin-1-yl)-5,6,7,8-tetrahydroquinazolin-7-yl)-4-(trifluoromethyl)aniline FC1=C(N(CC2=CC=C(C=C2)OC)CC2=CC=C(C=C2)OC)C=C(C(=C1C1CCC=2C(=NC=NC2C1)N1CCNCC1)C(F)(F)F)F